C(CCCCCCCCC)NC(=O)C1=CC=NC=C1 N-(1-decyl)-4-pyridinecarboxamide